BrC=1C(=C(C(=O)OC)C=C(C1Cl)F)C Methyl 3-bromo-4-chloro-5-fluoro-2-methyl-benzoate